ClC1=C(C=C(C=C1)F)C=O (2-chloro-5-fluorophenyl)methanone